4-(3-amino-1H-pyrazolo[4,3-b]pyridin-5-yl)-3-chloro-N-phenylbenzenesulfonamide NC1=NNC=2C1=NC(=CC2)C2=C(C=C(C=C2)S(=O)(=O)NC2=CC=CC=C2)Cl